1-(but-3-en-1-yl)-4-{2-[4-(but-3-en-1-yl)-3-fluorophenyl]ethynyl}-2-fluorobenzene C(CC=C)C1=C(C=C(C=C1)C#CC1=CC(=C(C=C1)CCC=C)F)F